1-(ethoxymethyl)-4-methyl-2-nitrobenzene C(C)OCC1=C(C=C(C=C1)C)[N+](=O)[O-]